NC1=NC=2C=C(C(=CC2C2=C1COC2)C(=O)N(C)[C@H]2COC1=C2C=CC(=C1)OC(F)F)F 4-amino-N-((3R)-6-(difluoromethoxy)-2,3-dihydro-1-benzofuran-3-yl)-7-fluoro-N-methyl-1,3-dihydrofuro[3,4-c]quinoline-8-carboxamide